1-[3-acetyl-6-[5-[(6-methoxypyridazin-3-yl)amino]benzimidazol-1-yl]-2-pyridyl]-5-methyl-pyrazole-3-carbonitrile C(C)(=O)C=1C(=NC(=CC1)N1C=NC2=C1C=CC(=C2)NC=2N=NC(=CC2)OC)N2N=C(C=C2C)C#N